FC1=C(C(=O)O)C=CC=C1C1OC2=C(C1)C=C(C=C2)C(F)(F)F 2-fluoro-3-(5-(trifluoromethyl)-2,3-dihydrobenzofuran-2-yl)benzoic acid